N-(5-Phenoxypyridin-2-yl)-6-(1,6-diazaspiro[3.3]heptan-6-yl)pyrido[3,2-d]pyrimidin-4-amine O(C1=CC=CC=C1)C=1C=CC(=NC1)NC=1C2=C(N=CN1)C=CC(=N2)N2CC1(CCN1)C2